CN(CCCC(=O)OC(C(=O)O)CCCCCCCCCCCCCCC(=O)O)C (4-(dimethylamino)butanoyloxy)heptadecanedioic acid